6-bromo-2-((R)-1-((R)-6-methyl-1,4-diazepan-1-yl)butyl)-3-propylquinazolin-4(3H)-one BrC=1C=C2C(N(C(=NC2=CC1)[C@@H](CCC)N1CCNC[C@H](C1)C)CCC)=O